(E)-1-(4-((2-(2-fluoro-4-(trifluoromethyl)styryl)oxazol-4-yl)methoxy)phenyl)-4-(1H-1,2,3-triazol-1-yl)butan-1-one FC1=C(/C=C/C=2OC=C(N2)COC2=CC=C(C=C2)C(CCCN2N=NC=C2)=O)C=CC(=C1)C(F)(F)F